N-((1S)-(7-(Cyclopropyl(4,4,4-trifluorobutanamido)methyl)imidazo[1,2-a]pyrimidin-2-yl)(4,4-difluorocyclohexyl)methyl)-1-(3,3,3-trifluoropropyl)-1H-pyrazole-4-carboxamide C1(CC1)C(C1=NC=2N(C=C1)C=C(N2)[C@@H](NC(=O)C=2C=NN(C2)CCC(F)(F)F)C2CCC(CC2)(F)F)NC(CCC(F)(F)F)=O